C(C)(C)(C)[Si](C1=CC=CC=C1)(C1=CC=CC=C1)OCCCC#C tert-butyl(pent-4-yn-1-yloxy)diphenylsilane